N[C@H](CC1=CNC=2C=CC3=C(C12)CCCO3)C (S)-(+)-1-(2-aminopropyl)-8,9-dihydropyrano[3,2-e]indol